COC1=C(C=C(C(=C1)N1CCC(CC1)N1CCN(CC1)C)C)NC=1N=C(C2=C(N1)NC=C2)NC2=C(C=1N(C=C2)C=CN1)P(C)(C)=O (7-((2-((2-methoxy-5-methyl-4-(4-(4-methylpiperazin-1-yl)piperidin-1-yl)phenyl)amino)-7H-pyrrolo[2,3-d]pyrimidin-4-yl)amino)imidazo[1,2-a]pyridin-8-yl)dimethylphosphine oxide